FC(OC=1C=C(C=NC1)C1=NN(C(=C1)C1[C@H]2CC(C[C@@H]12)N1CCC2(CS(C2)(=O)=O)CC1)C(C)C)F 7-((1R,3s,5S,6r)-6-(3-(5-(difluoromethoxy)pyridin-3-yl)-1-isopropyl-1H-pyrazol-5-yl)bicyclo[3.1.0]hexan-3-yl)-2-thia-7-azaspiro[3.5]nonane 2,2-dioxide